C(CCCCCCCCCCCCCCCCC)(=O)OC[C@H](F)[C@H]1OC([C@H]([C@H]([C@@H]1OCC1=CC=CC=C1)OCC1=CC=CC=C1)OCC1=CC=CC=C1)OC(C)=O (S)-2-((2S,3S,4S,5S)-6-acetoxy-3,4,5-tris(benzyloxy) tetrahydro-2H-pyran-2-yl)-2-fluoroethyl stearate